NC1=C(C=C(CNC(=O)C=2C(=NC=NC2)C)C=C1)I N-(4-amino-3-iodobenzyl)-4-methylpyrimidine-5-carboxamide